Benzyl (3-(3-(7-methyl-2-oxo-8-(trifluoromethyl)-2,3-dihydro-1H-benzo[b][1,4]diazepin-4-yl)phenyl)prop-2-yn-1-yl)carbamate CC1=CC2=C(NC(CC(=N2)C=2C=C(C=CC2)C#CCNC(OCC2=CC=CC=C2)=O)=O)C=C1C(F)(F)F